2-(1-(trifluoromethyl)-3-oxocyclobutoxy)acetaldehyde FC(C1(CC(C1)=O)OCC=O)(F)F